(1S,3R)-1-(1-methylindol-3-yl)-2-tert-butoxycarbonyl-1,2,3,4-tetrahydro-β-carboline-3-carboxylic acid CN1C=C(C2=CC=CC=C12)[C@@H]1N([C@H](CC=2C3=CC=CC=C3NC12)C(=O)O)C(=O)OC(C)(C)C